4-(hexadecyloxy)-4-oxobutyric acid C(CCCCCCCCCCCCCCC)OC(CCC(=O)O)=O